(Z)-N,N,N-trimethyl-1-(1-methylcyclooct-4-en-1-yl)methanaminium C[N+](CC1(CC\C=C/CCC1)C)(C)C